3-(5-(difluoromethyl)-1,3,4-thiadiazol-2-yl)-N-(1-methylcyclopropyl)-8-(2,6-diazaspiro[3.3]heptan-2-yl)imidazo[1,5-a]pyridine-6-sulfonamide formate C(=O)O.FC(C1=NN=C(S1)C1=NC=C2N1C=C(C=C2N2CC1(C2)CNC1)S(=O)(=O)NC1(CC1)C)F